C1(CCCCCC1)C(C)NS(=O)(=O)C1=CC=C(C2=CC=CC=C12)NC(C1=C(C=CC=C1)C)=O N-(4-(N-(1-cycloheptylethyl)sulfamoyl)naphthalen-1-yl)-2-methylbenzamide